((triisopropylsilyl)ethynyl)-1H-benzo[f]indazol-4-yl trifluoromethanesulfonate FC(S(=O)(=O)OC1=C2C=NN(C2=CC2=C1C=CC=C2)C#C[Si](C(C)C)(C(C)C)C(C)C)(F)F